tert-butyl (2R,5R)-2-ethyl-4-(6-hydroxy-2-(hydroxymethyl)imidazo[1,2-b]pyridazin-8-yl)-5-(methoxymethyl)piperazine-1-carboxylate C(C)[C@H]1N(C[C@@H](N(C1)C=1C=2N(N=C(C1)O)C=C(N2)CO)COC)C(=O)OC(C)(C)C